O=C1NC(CCC1N1CC2=CC=C(C=C2C1=O)N1CCC(CC1)CN1CCN(CC1)C=1SC2=C(N1)C=C(C(=C2)C(=O)NC=2C(N(C=CC2)C)=O)OC(C)C)=O 2-(4-((1-(2-(2,6-dioxopiperidin-3-yl)-3-oxoisoindolin-5-yl)piperidin-4-yl)methyl)piperazin-1-yl)-5-isopropoxy-N-(1-methyl-2-oxo-1,2-dihydropyridin-3-yl)benzo[d]thiazole-6-carboxamide